FC1=C(C=C(C=C1)F)N1CCN(CC1)CC1CN(CCC1)C1=NC=2N(C(=N1)N)N=C(N2)C=2OC=CC2 5-(3-((4-(2,5-difluorophenyl)piperazin-1-yl)methyl)piperidin-1-yl)-2-(furan-2-yl)-[1,2,4]triazolo[1,5-a][1,3,5]triazine-7-amine